C(C)(C)(C)OC(=O)N1CCN(CC1)C1=CC2=C(C=C(S2)C(=O)OCC)C=C1 tert-butyl-4-[2-(ethoxycarbonyl)-1-benzothiophen-6-yl]piperazine-1-carboxylate